3-(2,6-difluoro-3,5-dimethoxyphenyl)-1-(2-fluorophenyl)-8-[2-(4-ethylpiperazin-1-yl)ethyl]-1,3,4,7-tetrahydro-2H-pyrrolo[3',2':5,6]pyrido[4,3-d]pyrimidin-2-one FC1=C(C(=C(C=C1OC)OC)F)N1C(N(C2=C(C1)C=NC1=C2C=C(N1)CCN1CCN(CC1)CC)C1=C(C=CC=C1)F)=O